m-isopropenyl-2,2-dimethylbenzoyl isocyanate C(=C)(C)C=1C(C(C(=O)N=C=O)C=CC1)(C)C